3-(1-(3-morpholino-3-oxopropyl)-1H-indol-5-yl)-5,6,7,8-tetrahydrobenzo[4,5]thieno[2,3-d]pyrimidine-2,4(1H,3H)-dione O1CCN(CC1)C(CCN1C=CC2=CC(=CC=C12)N1C(NC2=C(C1=O)C1=C(S2)CCCC1)=O)=O